(3S,4S)-4-aminotetrahydrofuran-3-ol hydrochloride Cl.N[C@@H]1[C@@H](COC1)O